2-(7-Chloro-1-methyl-1H-pyrrolo[2,3-c]pyridin-2-yl)-4-methoxy-3-methylpyrazolo[1,5-a]pyridine-6-carboxylic acid ClC=1N=CC=C2C1N(C(=C2)C2=NN1C(C(=CC(=C1)C(=O)O)OC)=C2C)C